3-phosphinyl-3-methylbutyric acid [PH2](=O)C(CC(=O)O)(C)C